C(C1=CC=CC=C1)OC1CC(C1)CN1N=CC(=C1)C1=NC2=C(C(=CC=C2N=C1)OC=1C=CC2=C(N(C(=N2)C)COCC[Si](C)(C)C)C1)Cl 2-(1-((3-(benzyloxy)cyclobutyl)methyl)-1H-pyrazol-4-yl)-8-chloro-7-((2-methyl-1-((2-(trimethylsilyl)ethoxy)methyl)-1H-benzo[d]imidazol-6-yl)oxy)quinoxaline